4-(2-(5-((4-chlorophenyl)carbamoyl)furan-2-yl)phenoxy)piperidine-1-carboxylate ClC1=CC=C(C=C1)NC(=O)C1=CC=C(O1)C1=C(OC2CCN(CC2)C(=O)[O-])C=CC=C1